C(C=C)(=O)OCCC(=O)OCC 3-ethoxy-3-oxopropyl acrylate